ClC=1SC(=CN1)CN1C=CC=C2C1=NC(N(C2=O)C2=CC=C(C=C2)OC)=O 8-((2-chlorothiazol-5-yl)methyl)-3-(4-methoxyphenyl)pyrido[2,3-d]pyrimidine-2,4(3H,8H)-dione